L-t-leucinol N[C@@H](C(C)(C)C)CO